ClCC(=O)NCC=1C=CC=2NC3=CC=C(C=C3OC2C1)C(F)(F)F 2-chloro-N-((7-(trifluoromethyl)-10H-phenoxazin-3-yl)methyl)acetamide